Ethyl 1-(9-ethyl-9H-carbazol-3-yl)-5-phenyl-1H-1,2,3-triazole-4-carboxylate C(C)N1C2=CC=CC=C2C=2C=C(C=CC12)N1N=NC(=C1C1=CC=CC=C1)C(=O)OCC